3-(4-fluorobenzoyl)propionic acid FC1=CC=C(C(=O)CCC(=O)O)C=C1